tert-Butyl (NE)-N-[(4S)-1-{(1SR,3SR,4RS)-4-[tert-butyl(dimethyl)silyl]oxy-3-methyl-cyclohexyl}-4-(2-chloro-3-iodophenyl)-4-methyl-6-oxohexahydropyrimidin-2-ylidene]-carbamate [Si](C)(C)(C(C)(C)C)O[C@H]1[C@H](C[C@H](CC1)N1\C(\N[C@](CC1=O)(C)C1=C(C(=CC=C1)I)Cl)=N\C(OC(C)(C)C)=O)C |&1:8,9,11|